IC=1C=C2C(OC(C2=CC1)=O)=O 5-iodoisobenzofuran-1,3-dione